FC=1C(=NC=C(C1)OC)N1C(N(C=2C=NC=3C=C(C(=CC3C21)C=2NN=CC2)OC)C)=O 1-(3-Fluoro-5-methoxypyridin-2-yl)-7-methoxy-3-methyl-8-(2H-pyrazol-3-yl)-1,3-dihydroimidazo[4,5-c]quinolin-2-one